BrC1=CC=C2C(CCO2)=C1O 5-bromo-2,3-dihydro-1-benzofuran-4-ol